1-nonyl-2-ethylpyrrolium acetate C(C)(=O)[O-].C(CCCCCCCC)[NH+]1C(=CC=C1)CC